C(CC)C1CCCC(O1)=O 6-propyloxan-2-one